FC=1C=C(C(=O)N[C@@H](CCO[C@@H]2C[C@H](C2)CCC2=NC=3NCCCC3C=C2)C(=O)O)C=C(C1)F N-(3,5-difluorobenzoyl)-O-(trans-3-(2-(5,6,7,8-tetrahydro-1,8-naphthyridin-2-yl)ethyl)cyclobutyl)homoserine